FC(C1CC2(CN(C2)C(=O)OC(C)(C)C)C1)(C=1N=NC(=CC1)C(F)(F)F)F tert-butyl 6-[difluoro-[6-(trifluoromethyl)pyridazin-3-yl]methyl]-2-azaspiro[3.3]heptane-2-carboxylate